methyl (S)-3-(3-(dimethylamino)phenyl)-3-(5-(4-(trifluoromethyl)phenyl)-1,2,3,4-tetrahydroisoquinoline-2-carboxamido)propanoate CN(C=1C=C(C=CC1)[C@H](CC(=O)OC)NC(=O)N1CC2=CC=CC(=C2CC1)C1=CC=C(C=C1)C(F)(F)F)C